ClC=1C(=C(C=CC1)N1N=C(C(C=C1C)=O)C(=O)NC1=CC=CC=C1)F 1-(3-chloro-2-fluorophenyl)-6-methyl-4-oxo-N-phenyl-1,4-dihydropyridazine-3-carboxamide